COC1=C(C=C(C(=C1)B1OC(C(O1)(C)C)(C)C)OC)/C=C/C(=O)OC methyl (E)-3-(2,5-dimethoxy-4-(4,4,5,5-tetramethyl-1,3,2-dioxaborolan-2-yl)phenyl)acrylate